methacrylate potassium salt [K+].C(C(=C)C)(=O)[O-]